(5RS)-2-(4-Methylbenzyl)-5-[(4-methylpiperidin-1-yl)carbonyl]-5,6,7,8-tetrahydro[1,2,4]triazolo[4,3-a]pyridin-3(2H)-one CC1=CC=C(CN2N=C3N([C@H](CCC3)C(=O)N3CCC(CC3)C)C2=O)C=C1 |r|